1-pentyl-2-ethylpyrrolium acetate C(C)(=O)[O-].C(CCCC)[NH+]1C(=CC=C1)CC